C(C1=CC=CC=C1)OC(=O)N[C@@]1(CN([C@@H](C=CC1)C)C(=O)OCC1=CC=CC=C1)C(=O)OC O1-benzyl O3-methyl (3S,7R)-3-(benzyloxycarbonylamino)-7-methyl-4,7-dihydro-2H-azepine-1,3-dicarboxylate